5,7-bis(benzyloxy)-6-hydroxy-2-phenylbenzopyran-4-one C(C1=CC=CC=C1)OC1=C(C(=CC2=C1C(C=C(O2)C2=CC=CC=C2)=O)OCC2=CC=CC=C2)O